C(C1=CC=CC=C1)N1CC(OCC1)Cl 4-benzyl-2-chloromorpholine